methyl 4-(2-carbamoyl-1-(4-methoxybenzyl)-5-methyl-4-(2-methyl-4-nitrophenyl)-1H-pyrrol-3-yl)-2-methoxybenzoate C(N)(=O)C=1N(C(=C(C1C1=CC(=C(C(=O)OC)C=C1)OC)C1=C(C=C(C=C1)[N+](=O)[O-])C)C)CC1=CC=C(C=C1)OC